CC(CCCCCCCCOCCCCCCCCC(C)(C)C)(C)C TRIMETHYLNONYL ETHER